2-(4'-fluorospiro[1,3-dithiolane-2,1'-indane]-5'-yl)-4,4,5,5-tetramethyl-1,3,2-dioxaborolane FC1=C2CCC3(C2=CC=C1B1OC(C(O1)(C)C)(C)C)SCCS3